N-(tert-butoxycarbonyl)-3-({[(9H-fluoren-9-yl)methoxy]carbonyl}amino)-L-alanine C(C)(C)(C)OC(=O)N[C@@H](CNC(=O)OCC1C2=CC=CC=C2C=2C=CC=CC12)C(=O)O